C1(=CC=CC2=CC=CC=C12)C1C(COCC2C(O2)C2=CC=CC3=CC=CC=C23)O1 Naphthalinglycidylether